C(C)(C)N(C=1C(=CC=CC1)C)C(C)C N,N-diisopropyltoluidine